C(N)(=O)C=1C(=C(C2=C(OC(O2)(F)F)C1)C)C1=C(N(N=C1C(F)(F)F)C1=NC=CC=C1Cl)C(=O)N (6-carbamoyl-2,2-difluoro-4-methyl-1,3-benzodioxol-5-yl)-2-(3-chloro-2-pyridinyl)-5-(trifluoromethyl)pyrazole-3-carboxamide